2-methyl-2-(3-methyl-4-nitro-1H-pyrazol-1-yl)propanamide CC(C(=O)N)(C)N1N=C(C(=C1)[N+](=O)[O-])C